3-(3-Iodophenoxy)-5-methyl-1H-pyrazole-4-carboxylic acid ethyl ester C(C)OC(=O)C=1C(=NNC1C)OC1=CC(=CC=C1)I